C(#N)C1=CC(=C(C=C1)NC(=O)[C@H]1CC[C@H]2[C@@H]3CC[C@@H]4C[C@@](CC[C@@]4([C@H]3CC[C@]12C)CC)(O)COCC)C (3R,5R,8S,9S,10S,13S,14S,17S)-N-(4-cyano-2-methylphenyl)-3-(ethoxymethyl)-10-ethyl-3-hydroxy-13-methylhexadecahydro-1H-cyclopenta[a]phenanthrene-17-carboxamide